N-[4-[[3-hydroxy-2-(5H-imidazo[1,5-b]isoindol-5-yl)-7-azaspiro[3.5]nonan-7-yl]sulfonyl]phenyl]-N-methyl-acetamide OC1C(CC12CCN(CC2)S(=O)(=O)C2=CC=C(C=C2)N(C(C)=O)C)C2N1C(C=3C=CC=CC23)=CN=C1